O=C1NC(CCC1N1C(C2=CC=C(C=C2C1=O)N1CCC(CC1)C(=O)N1CCN(CC1)C(=O)OC(C)(C)C)=O)=O tert-butyl 4-[1-[2-(2,6-dioxo-3-piperidyl)-1,3-dioxo-isoindolin-5-yl]piperidine-4-carbonyl]piperazine-1-carboxylate